(2S,4R)-4-Methoxyoxy-pyrrolidine-2-carboxylic acid COO[C@@H]1C[C@H](NC1)C(=O)O